2-((trimethylsilyl)ethynyl)imidazo[5,1-b]thiazole C[Si](C)(C)C#CC1=CN2C(S1)=CN=C2